FC1=C(NC2=NN(C3=C2CNCC3)C3CCN(CC3)C(=O)OCC3=CC=CC=C3)C=CC(=C1)C=1C=NN(C1)C benzyl 4-[3-[2-fluoro-4-(1-methylpyrazol-4-yl)anilino]-4,5,6,7-tetrahydropyrazolo[4,3-c]pyridin-1-yl]piperidine-1-carboxylate